O[C@H]1[C@H](CCC2=CC=CC=C12)NC(O)=O.CC1=CC=C(C=C1)S(=O)(=O)NC(CCC1=CC=CC=C1)C1=C(C=CC=C1)C1=CC=C(CNC(C2=CC=CC=C2)=O)C=C1 N-(4-(1-((4-Methylphenyl)sulfonamido)-3-phenylpropylphenyl)benzyl)benzamide (1R,2S)-1-hydroxy-1,2,3,4-tetrahydronaphthalen-2-yl-carbamate